5-methyl-N-(6-nitrobenzo[d]thiazol-2-yl)nicotinamide Dinonylnaphthalin-sulfonat C(CCCCCCCC)C=1C(=C(C2=CC=CC=C2C1)S(=O)(=O)O)CCCCCCCCC.CC=1C=NC=C(C(=O)NC=2SC3=C(N2)C=CC(=C3)[N+](=O)[O-])C1